7-(2-oxo-4-methylpiperazin-1-yl)dibenzo[b,d]furan O=C1N(CCN(C1)C)C1=CC2=C(C3=C(O2)C=CC=C3)C=C1